3-amino-6-(8-amino-2-naphthyl)-N-(1-methyl-4-piperidyl)pyridine-2-carboxamide NC=1C(=NC(=CC1)C1=CC2=C(C=CC=C2C=C1)N)C(=O)NC1CCN(CC1)C